COC=1C=CC=2C(N3C(=NC2C1)CCC3)=O 6-methoxy-2,3-dihydropyrrolo[2,1-b]quinazolin-9(1H)-one